C(C)(C)(C)OC(NC1(CCN(CC1)C1=NC(=C(C(=C1)C#N)C1=C(C(=CC=C1)Cl)Cl)C)C)=O (1-(5-(2,3-dichlorophenyl)-4-cyano-6-methylpyridin-2-yl)-4-methylpiperidin-4-yl)carbamic acid tert-butyl ester